4-bromo-2-(pyridin-2-ylmethyl)-N-[(2S)-tetrahydrofuran-2-ylmethyl]-2H-furo[2,3-g]indazole-7-carboxamide BrC=1C2=CN(N=C2C2=C(C1)OC(=C2)C(=O)NC[C@H]2OCCC2)CC2=NC=CC=C2